2-(3,4-bis(Benzyloxy)phenyl)-6-(cyclohex-1-en-1-yl)-4H-chromen-4-one C(C1=CC=CC=C1)OC=1C=C(C=CC1OCC1=CC=CC=C1)C=1OC2=CC=C(C=C2C(C1)=O)C1=CCCCC1